[N+](=O)([O-])C=1C=C2CCC(N(C2=CC1C(F)(F)F)[C@@H](C)C1=CC=CC=C1)=O 6-nitro-1-[(1S)-1-phenylethyl]-7-(trifluoromethyl)-3,4-dihydroquinolin-2-one